tert-butylbromo-6,7-dihydro-pyrazolo[1,5-a]pyrazine-5(4H)-carboxylate C(C)(C)(C)C=1C(=NN2C1CN(CC2)C(=O)[O-])Br